2-(3-azabicyclo[3.2.1]oct-3-yl)-4-nitrobenzohydrazide C12CN(CC(CC1)C2)C2=C(C(=O)NN)C=CC(=C2)[N+](=O)[O-]